tert-butyl ((4-hydroxyisochroman-1-yl)methyl)(methyl)carbamate OC1COC(C2=CC=CC=C12)CN(C(OC(C)(C)C)=O)C